5-phenyl-4,5-dihydro-1H-pyrazole C1(=CC=CC=C1)C1CC=NN1